ClC1=C(C(=CC=C1)Cl)C1=CC2=C(N=C(N=C2)NC=2N=NC(=CC2)OCCN2CCS(CC2)(=O)=O)N(C1=O)C 6-(2,6-dichlorophenyl)-2-((6-(2-(1,1-dioxidothiomorpholino)ethoxy)pyridazin-3-yl)amino)-8-methylpyrido[2,3-d]pyrimidin-7(8H)-one